ClC1=C(C=C(C=N1)C1=NC(=NC=C1CC1=NC=C(C=N1)Cl)C(F)(F)F)F 4-(6-chloro-5-fluoro-3-pyridyl)-5-[(5-chloropyrimidin-2-yl)methyl]-2-(trifluoromethyl)pyrimidine